3-methyl-4-[3-(3-methyl-1H-pyrazol-5-yl)-7-[2-(trifluoromethyl)pyridin-3-yl]-[1,2]thiazolo[4,5-b]pyridin-5-yl]morpholine CC1N(CCOC1)C1=CC(=C2C(=N1)C(=NS2)C2=CC(=NN2)C)C=2C(=NC=CC2)C(F)(F)F